(R)-4-(4-methyl-1,2,3,4-tetrahydropyrazino[1,2-b]indazol-7-yl)piperidine C[C@@H]1CNCC=2N1N=C1C(=CC=CC21)C2CCNCC2